glyoxal, ammonium salt [NH4+].C(=O)C=O